N-((R)-1-(2-methyl-3-(trifluoromethyl)phenyl)ethyl)-4-(((1S,4R)-6-methyl-6-azaspiro[3.5]nonan-1-yl)amino)-6-oxo-1-(tetrahydro-2H-pyran-4-yl)-1,6-dihydropyridine-3-carboxamide CC1=C(C=CC=C1C(F)(F)F)[C@@H](C)NC(=O)C1=CN(C(C=C1N[C@H]1CC[C@]12CN(CCC2)C)=O)C2CCOCC2